C1(CCCCC1)OC(=O)C1(OC2=C(C(=C(C(=C2CC1)C)O)C)C)C 6-hydroxy-2,5,7,8-tetramethylchroman-2-carboxylic acid cyclohexyl ester